(8-(tetrahydro-2H-pyran-4-yl)-2,8-diazaspiro[4.5]decan-2-yl)(3,3,5-trimethyl-2,3-dihydro-1H-pyrrolo[3,2-b]pyridin-1-yl)methanone O1CCC(CC1)N1CCC2(CCN(C2)C(=O)N2CC(C3=NC(=CC=C32)C)(C)C)CC1